(S)-(+)-2-aminobutyric acid CC[C@@H](C(=O)O)N